CS(=O)(=O)C=1C=C2C(=C(C(N(C2=CC1)C)=O)C#N)N1CCC(CC1)C=1OC2=C(N1)C=C(C=C2)C 6-(methanesulfonyl)-1-methyl-4-[4-(5-methyl-1,3-benzoxazol-2-yl)piperidin-1-yl]-2-oxo-1,2-dihydroquinoline-3-carbonitrile